(2-oxa-7-azaspiro[3.5]nonan-7-yl)methanone C1OCC12CCN(CC2)C=O